C(C)(=O)OCCN1N=CC(=C1)C=1C=C2C(=NC=NN2C1)C1=CC(=C(C=C1)CN)C 2-[4-[4-[4-(aminomethyl)-3-methyl-phenyl]pyrrolo[2,1-f][1,2,4]triazin-6-yl]pyrazol-1-yl]ethyl acetate